N-(4-acetylphenyl)-1-(4-chlorophenyl)-N-methyl-1H-1,2,4-triazole-3-carboxamide C(C)(=O)C1=CC=C(C=C1)N(C(=O)C1=NN(C=N1)C1=CC=C(C=C1)Cl)C